2,5-dibromobithiophene BrC1(SC(=CC1)Br)C=1SC=CC1